4-(((((3S,5R,8R,9S,10S,13R,14S,16S,17R)-16-acetoxy-14-hydroxy-10,13-dimethyl-17-(2-oxo-2H-pyran-5-yl)hexadecahydro-1H-cyclopenta[a]phenanthren-3-yl)oxy)carbonyl)amino)butanoic acid C(C)(=O)O[C@H]1C[C@@]2([C@@H]3CC[C@@H]4C[C@H](CC[C@@]4([C@H]3CC[C@@]2([C@H]1C=1C=CC(OC1)=O)C)C)OC(=O)NCCCC(=O)O)O